N-(3-((2R,4R)-2,4-Dimethylpiperidin-1-carbonyl)-4,5,6,7-tetrahydrobenzo[b]thiophen-2-yl)nicotinamid C[C@H]1N(CC[C@H](C1)C)C(=O)C=1C2=C(SC1NC(C1=CN=CC=C1)=O)CCCC2